[N+](=O)([O-])C1=CC=C(C=C1)C(CN1C(C2=CC=CC=C2C1=O)=O)=C=O 2-(2-(4-Nitrophenyl)-2-carbonylethyl)isoindoline-1,3-dione